N1(C=NC=C1)C1=NC(=CC(=N1)C(=O)NC1CCC(CC1)C(=O)OC)C methyl (1r,4r)-4-(2-(1H-imidazol-1-yl)-6-methyl-pyrimidine-4-carboxamido)cyclohexane-1-carboxylate